5-(4-((5-methyl-1H-pyrazol-3-yl)amino)quinazolin-2-yl)-N-phenyl-2,5-diazabicyclo[2.2.1]heptane-2-carboxamide CC1=CC(=NN1)NC1=NC(=NC2=CC=CC=C12)N1C2CN(C(C1)C2)C(=O)NC2=CC=CC=C2